tert-butyl 5-[(tert-butyldimethylsilyl)oxy]-2-{2-fluoro-6-[(3R)-3-hydroxypiperidin-1-yl]pyridin-3-yl}-1H-indole-1-carboxylate [Si](C)(C)(C(C)(C)C)OC=1C=C2C=C(N(C2=CC1)C(=O)OC(C)(C)C)C=1C(=NC(=CC1)N1C[C@@H](CCC1)O)F